((((2-methylcycloprop-2-ene-1-yl)methoxy)carbonyl)amino)hexanoate CC=1C(C1)COC(=O)NC(C(=O)[O-])CCCC